Isopropyl 2-((5-acrylamido-2-methoxy-4-(methyl(quinuclidin-3-yl)amino)phenyl)amino)-4-(1-methyl-1H-indol-3-yl)pyrimidine-5-carboxylate C(C=C)(=O)NC=1C(=CC(=C(C1)NC1=NC=C(C(=N1)C1=CN(C2=CC=CC=C12)C)C(=O)OC(C)C)OC)N(C1CN2CCC1CC2)C